C(C)(=O)OC(C(=O)O)(C)C.ClC1=CC=C(C=C1)C=1N=CN(C1C1=CC=NC=C1)CC(=O)N[C@@H]1CNCC1 2-[4-(4-chlorophenyl)-5-(4-pyridyl)imidazol-1-yl]-N-[(3S)-pyrrolidin-3-yl]acetamide acetyloxyisobutyrate